4-(2-fluorophenyl)-1-(((1R,2S)-2-hydroxycyclobutyl)amino)-6-(trifluoromethyl)-3H-pyrido[1,2-c]pyrimidin-3-one FC1=C(C=CC=C1)C1=C2N(C(=NC1=O)N[C@H]1[C@H](CC1)O)C=CC(=C2)C(F)(F)F